(3S,3aR)-1-Chloro-3-phenyltetrahydro-1H,3H-pyrrolo[1,2-c][1,3,2]oxazaphosphole ClP1O[C@H]([C@@H]2N1CCC2)C2=CC=CC=C2